ClC1=NC=2N(C(=C1)NCC1=NN3C(C=C(C=C3)C3CC3)=N1)N=CC2C(C)C 5-chloro-N-((7-cyclopropyl-[1,2,4]triazolo[1,5-a]pyridin-2-yl)methyl)-3-isopropylpyrazolo[1,5-a]pyrimidin-7-amine